2-(2-Chloroethoxy)-3-methoxy-5-(2-(4-((2-((1-oxotetrahydro-1λ6-thiophene-1-ylidene)amino)pyrimidin-5-yl)ethynyl)phenyl)propan-2-yl)benzonitrile ClCCOC1=C(C#N)C=C(C=C1OC)C(C)(C)C1=CC=C(C=C1)C#CC=1C=NC(=NC1)N=S1(CCCC1)=O